1-methyl-5-propyl-1,2-dihydropyrazin-2-one CN1C(C=NC(=C1)CCC)=O